CC(COCC(C)OC(=O)C=C)OC(=O)C=C Oxybis(methyl-2,1-ethanediyl) diacrylate